(2R,3S,4R,6R)-6-(benzyloxy)-2-(hydroxymethyl)tetrahydro-2H-pyran-3,4-diol C(C1=CC=CC=C1)O[C@H]1C[C@H]([C@@H]([C@H](O1)CO)O)O